ClC1=C2CN(CC2=CC(=C1O)OC)C(CCC(=O)OCC)=O ethyl 4-(4-chloro-5-hydroxy-6-methoxy-isoindolin-2-yl)-4-oxobutanoate